((TRANS)-2-methylcyclopropyl)((CIS)-2-((((CIS)-4-phenylcyclohexyl)oxy)methyl)-3-(1H-pyrazol-3-yl)piperidin-1-yl)methanone C[C@H]1[C@@H](C1)C(=O)N1[C@H]([C@H](CCC1)C1=NNC=C1)CO[C@@H]1CC[C@@H](CC1)C1=CC=CC=C1